BrC1=C(C(=CC=C1)OC(F)F)\C=C/C(C)(S(=O)N)C ((Z)-{2-Bromo-6-(difluoromethoxy)phenyl}methylidene)-2-methylpropane-2-sulfinamide